FC1=C(OCCC=2N=NN(C2)CCOCCOCCOCCOC2=CC=C(C=C2)C2C(NC(CC2)=O)=O)C(=CC=C1F)C=1N=C(SC1)N1CCOCC1 3-(4-(2-(2-(2-(2-(4-(2-(2,3-difluoro-6-(2-morpholinothiazol-4-yl)phenoxy)ethyl)-1H-1,2,3-triazol-1-yl)-ethoxy)ethoxy)ethoxy)ethoxy)phenyl)piperidine-2,6-dione